COC(=O)C=1C=C(C=NC1)CC1=CC=C2CCN(CC2=C1)C(=O)OC(C)(C)C Tert-Butyl 7-((5-(methoxycarbonyl)pyridin-3-yl)methyl)-3,4-dihydroisoquinoline-2(1H)-carboxylate